OC(C(=O)C1=CC=C(C=C1)OC1=CC=CC=C1)(C)C 2-hydroxy-2-methyl-1-(4-phenoxyphenyl)propan-1-one